(4-((2-methoxybenzamido)methyl)phenyl)boronic acid COC1=C(C(=O)NCC2=CC=C(C=C2)B(O)O)C=CC=C1